monobromobenzothiadiazole BrC1=CC=CC2=C1N=NS2